OC=1C=C(C=CC1)NC(C(=O)O)C 3-hydroxy-α-methylphenyl-glycine